4-(7-(5-bromo-2-chlorophenyl)imidazo[5,1-b]thiazol-5-yl)benzoic acid BrC=1C=CC(=C(C1)C=1N=C(N2C1SC=C2)C2=CC=C(C(=O)O)C=C2)Cl